FC(OC1=C(C=C(C=C1)SC1COC1)C1=NN(C=C1NC(=O)C=1C=NN2C1N=CC=C2)CC(=O)N2CCC(CC2)N2CCN(CC2)C)F N-[3-[2-(difluoromethoxy)-5-(oxetan-3-ylsulfanyl)phenyl]-1-[2-[4-(4-methylpiperazin-1-yl)-1-piperidyl]-2-oxo-ethyl]pyrazol-4-yl]pyrazolo[1,5-a]pyrimidine-3-carboxamide